N-[3-(2-chloro-5-fluorophenyl)-6-(1H-indol-2-yl)-1-oxo-2,3-dihydro-1H-isoindol-4-yl]-3-fluoro-5-(trifluoromethyl)benzamide ClC1=C(C=C(C=C1)F)C1NC(C2=CC(=CC(=C12)NC(C1=CC(=CC(=C1)C(F)(F)F)F)=O)C=1NC2=CC=CC=C2C1)=O